2-(3-(Isoquinolin-4-yl)-2,4-dioxo-1,2,3,4-tetrahydrothieno[3,2-d]pyrimidin-6-yl)benzonitrile C1=NC=C(C2=CC=CC=C12)N1C(NC2=C(C1=O)SC(=C2)C2=C(C#N)C=CC=C2)=O